FC(C1CN(C1)C1=NC=C(C=N1)N)F 2-[3-(difluoromethyl)azetidin-1-yl]pyrimidin-5-amine